6-(cyclopropanecarboxamido)-4-((3-methoxy-5-(1-((3R,4S)-4-methoxytetrahydrofuran-3-yl)-1H-pyrazol-4-yl)pyridin-2-yl)amino)nicotinamide C1(CC1)C(=O)NC1=NC=C(C(=O)N)C(=C1)NC1=NC=C(C=C1OC)C=1C=NN(C1)[C@@H]1COC[C@H]1OC